α-hydroxy-pentanoic acid OC(C(=O)O)CCC